CC1(CCOCC1)C dimethyloxan